C12(CC3CC(CC(C1)C3)C2)C2OCC(O2)C=O 2-(adamantan-1-yl)-1,3-dioxolane-4-carbaldehyde